4-bromo-3-((cyclopentyloxy)methyl)aniline tert-butyl-N-[4-[2-[4-[4-(2,6-dioxo-3-piperidyl)-2,5-difluoro-phenyl]piperazin-1-yl]ethyl]-1-piperidyl]carbamate C(C)(C)(C)OC(NN1CCC(CC1)CCN1CCN(CC1)C1=C(C=C(C(=C1)F)C1C(NC(CC1)=O)=O)F)=O.BrC1=C(C=C(N)C=C1)COC1CCCC1